CC(C=O)CC(CC=C(C)C)(C=1C=NC=CC1)C 2,4,7-trimethyl-4-(pyridin-3-yl)oct-6-enal